CC(CC)OC1=NC=CC2=C1SC(=N2)NC(C=CNC(=O)C2=CC(=CC=C2)C2=NOC(=N2)C)=O N-[4-(butan-2-yloxy)-[1,3]thiazolo[5,4-c]pyridin-2-yl]-3-{[3-(5-methyl-1,2,4-oxadiazol-3-yl)phenyl]formamido}propenamide